CC(CCCCCCCCCC)CCCCCCCCCCCCCCCC 11-Methylheptacosane